ethylidenenorbornenediene C(C)=C1C2=CC=C1C=C2